COC(C1=CC=C(C=C1)S(=O)(=N)C1=CC(=C(C=C1)F)F)=O.C(C=C)C=1C=C(C(=C(C1)C1=C(C=CC(=C1)CC=C)O)O)C=CC(=O)C1=CC=C(C=C1)C(C)C 3-(5,5'-diallyl-2,2'-dihydroxy-[1,1'-biphenyl]-3-yl)-1-(4-isopropylphenyl)prop-2-en-1-one methyl-4-[(3,4-difluorophenyl)sulfonimidoyl]benzoate